C(C1=CC=CC=C1)N1CCC(CC1)CCNC(=O)N1CCC(CC1)C1=CC(=CC=C1)OC N-[2-(1-benzylpiperidin-4-yl)ethyl]-4-(3-methoxyphenyl)piperidine-1-carboxamide